N1ON(OC12CCCCC2)NC(=O)C2=CC(=NN2C2=CC=CC=C2)C2=CC=CC=C2 N-{2,4-dioxa-1,3-diazaspiro[4.5]dec-3-yl}-1,3-diphenyl-1H-pyrazol-5-yl-carboxamide